2-Methacryloxyethyltriethoxysilan C(C(=C)C)(=O)OCC[Si](OCC)(OCC)OCC